[Ni](Cl)Cl.C1(=CC=CC=C1)P(CC(C)P(C1=CC=CC=C1)C1=CC=CC=C1)C1=CC=CC=C1 [1,2-bis(diphenylphosphino)propane] nickel (II) dichloride